C[C@H]1NC2=CC=C(C=C2[C@@H](C1)NC(=O)C=1C(NC(=CC1)C(F)(F)F)=O)C N-((2R,4R)-2,6-dimethyl-1,2,3,4-tetrahydroquinolin-4-yl)-2-oxo-6-(trifluoromethyl)-1,2-dihydropyridine-3-carboxamide